C(CCC)C1(CCC(CC1)O)O butyl-1,4-cyclohexanediol